N-((1R,2S)-2-(3,4-difluorophenyl)cyclopropyl)-6-methyl-2-(trifluoromethyl)thieno[2,3-d]pyrimidin-4-amine FC=1C=C(C=CC1F)[C@H]1[C@@H](C1)NC=1C2=C(N=C(N1)C(F)(F)F)SC(=C2)C